(R)-N-(2-cyclopropyl-3-(2,4-difluorophenyl)propyl)-5-fluoro-6-oxo-1,6-dihydropyrimidine-2-carboxamide C1(CC1)[C@H](CNC(=O)C=1NC(C(=CN1)F)=O)CC1=C(C=C(C=C1)F)F